ClC1=C(C(=CC=C1)F)C=1C=CC2=C3C=C(C(=CC3=C(N=C2C1)NCC1=CC=C(C=C1)OC)F)N1CCN(CC1)C(C=C)=O 1-(4-(3-(2-chloro-6-fluorophenyl)-8-fluoro-6-((4-methoxybenzyl)amino)phenanthridin-9-yl)piperazin-1-yl)prop-2-en-1-one